(1S,3aR,6aS)-2-((R)-2-acetamido-2-phenylacetyl)-N-((S,Z)-4-fluoro-4-(methylsulfonyl)-1-((R)-2-oxopyrrolidin-3-yl)but-3-en-2-yl)octahydrocyclopenta[c]pyrrole-1-carboxamide C(C)(=O)N[C@@H](C(=O)N1[C@@H]([C@@H]2[C@H](C1)CCC2)C(=O)N[C@@H](C[C@@H]2C(NCC2)=O)\C=C(/S(=O)(=O)C)\F)C2=CC=CC=C2